FC=1C=NC(=NC1)CC(=O)N 5-fluoropyrimidin-2-yl-acetamide